N-(5-(((1s,5s)-3-oxabicyclo(3.1.0)hexane-1-yl)methoxy)-1,3,4-thiadiazol-2-yl)-2'-chloro-5'-methoxy-6-methyl-(4,4'-bipyridine)-3-carboxamide [C@]12(COC[C@H]2C1)COC1=NN=C(S1)NC(=O)C=1C=NC(=CC1C1=CC(=NC=C1OC)Cl)C